tert-butyl (R)-6,9-dioxohexahydro-1H-pyrazino[1,2-a]pyrazine-2(6H)-carboxylate O=C1CNC([C@@H]2N1CCN(C2)C(=O)OC(C)(C)C)=O